NCCCNCCC[Si](OC)(OC)OC 3-(3-aminopropyl)amino-propyltrimethoxysilane